ethyl 4-oxo-1-[4-(trifluoromethoxy)phenyl]-5-[4-(trifluoromethyl)pyrazol-1-yl]cinnoline-3-carboxylate O=C1C(=NN(C2=CC=CC(=C12)N1N=CC(=C1)C(F)(F)F)C1=CC=C(C=C1)OC(F)(F)F)C(=O)OCC